2,3-dihydrobenzo[b][1,4]dioxin-6-ylboronic acid O1C2=C(OCC1)C=C(C=C2)B(O)O